7-oxo-4,5,6,7-tetrahydro-1H-pyrazolo[3,4-c]Pyridine-3-Formamide O=C1NCCC2=C1NN=C2C(=O)N